N1(N=CN=C1)CCNC1=C(C=C(C=C1)N(C(OC(C)(C)C)=O)CC1CCCCC1)C1=CC=NC=C1 tert-butyl 4-(2-(1H-1,2,4-triazol-1-yl)ethylamino)-3-(pyridin-4-yl)phenyl(cyclohexylmethyl)carbamate